7Z,9E,11Z-Hexadecatrienal C(C=CC=C\C=C/CCCCCCCCC)=O